(1S,2S)-2-((tert-butyldimethylsilyl)oxy)-N-((2-methylthiophen-3-yl)methyl)cyclohexan-1-amine [Si](C)(C)(C(C)(C)C)O[C@@H]1[C@H](CCCC1)NCC1=C(SC=C1)C